O1C(=CC=C1)C=CCO 3-(furan-2-yl)propan-2-en-1-ol